FC=1C=C(C=C(C1CN1CCOCC1)F)C=1C=CC=C2N=CC(=NC12)C=1C=NN(C1)C1CCN(CC1)C(CCCCNC1=C2C(N(C(C2=CC=C1)=O)C1C(NC(CC1)=O)=O)=O)=O 4-[[5-[4-[4-[8-[3,5-difluoro-4-(morpholinomethyl)phenyl]quinoxalin-2-yl]pyrazol-1-yl]-1-piperidyl]-5-oxo-pentyl]amino]-2-(2,6-dioxo-3-piperidyl)isoindoline-1,3-dione